6-Bromo-3-ethylsulfanyl-5-methyl-9,10-dihydro-7H-pyrano[4,3-f]quinazoline BrC=1C2=C(C=3C=NC(=NC3C1C)SCC)CCOC2